tert-Butyl 4-(5-((6-(3,5-dichlorophenyl)-3-fluoro-4-((4-(2-methoxy-2-oxoethyl)piperidin-1-yl)methyl)pyridin-2-yl)oxy)pyridin-2-yl)piperazine-1-carboxylate ClC=1C=C(C=C(C1)Cl)C1=CC(=C(C(=N1)OC=1C=CC(=NC1)N1CCN(CC1)C(=O)OC(C)(C)C)F)CN1CCC(CC1)CC(=O)OC